O1CCC2=C1C=CC(=C2)\C=C/2\ON(OS2)CCCCCCC(=O)NO (Z)-7-(5-((2,3-dihydrobenzofuran-5-yl)methylene)-2,4-dioxathiazolidine-3-yl)-N-hydroxyheptanamide